5-Chloro-3-methoxy-pyrazine-2-carboxylic acid [5-(1-methyl-2-oxo-1,2,3,4-tetrahydro-quinolin-6-yl)-pyridin-3-ylmethyl]-amide CN1C(CCC2=CC(=CC=C12)C=1C=C(C=NC1)CNC(=O)C1=NC=C(N=C1OC)Cl)=O